2-(difluoromethoxy)-4-(4-(4-isopropylpiperazin-1-yl)piperidin-1-yl)aniline FC(OC1=C(N)C=CC(=C1)N1CCC(CC1)N1CCN(CC1)C(C)C)F